COC(C1=CC(=C(C=C1)OC)SC(N(C)C)=O)=O 3-((dimethylcarbamoyl)thio)-4-methoxybenzoic acid methyl ester